4-(4-aminophenylethynyl)phenylacetylene NC1=CC=C(C=C1)C#CC1=CC=C(C=C1)C#C